C(CC)(=[Se])N selenopropionamide